4-(1-hydroxy-1-methyl-propyl)pyrimidine-2-carboxylic acid OC(CC)(C)C1=NC(=NC=C1)C(=O)O